2-bromo-6-fluoro-4-(trifluoromethyl)benzonitrile BrC1=C(C#N)C(=CC(=C1)C(F)(F)F)F